propynyl methacrylate C(C(=C)C)(=O)OC#CC